di(4-aminocyclohex-yl)methane NC1CCC(CC1)CC1CCC(CC1)N